COC(C1=CC(=C(C=C1)Cl)S(=O)(=O)Cl)=O 4-chloro-3-(chlorosulfonyl)benzoic acid methyl ester